methyl 2-oxotetrahydrofuran-3-carboxylate O=C1OCCC1C(=O)OC